[[amino-[3-[2-(benzenesulfonamido)-2-[6-(2-methoxyethoxy)-1,3-benzothiazol-2-yl]ethyl]phenyl]methylene]amino] acetate C(C)(=O)ON=C(C1=CC(=CC=C1)CC(C=1SC2=C(N1)C=CC(=C2)OCCOC)NS(=O)(=O)C2=CC=CC=C2)N